NC1(CCC1)C1=NC=C(C=N1)C1=NC=2N(N=C3C2[C@H]2C4=C(C(N([C@@H]3C2)C)=O)C=CC=C4OC(F)F)C=C1 (7R,14S)-12-(2-(1-aminocyclobutyl)pyrimidin-5-yl)-1-(difluoromethoxy)-6-methyl-6,7-dihydro-7,14-methanobenzo[c]pyrimido[1',2':1,5]pyrazolo[4,3-f]azocin-5(14H)-one